C(C)C1=CC=C(C(=C1)C)CC(=O)[O-] 4-ethyl-6-methylphenylacetate